1-bromo-1-(4-hydroxyphenyl)-2-propanone BrC(C(C)=O)C1=CC=C(C=C1)O